2-bromo-5-tert-butyl-1,3-dimethylbenzene BrC1=C(C=C(C=C1C)C(C)(C)C)C